Methyl N2,N6-bis(methoxycarbonyl)lysinate COC(=O)N[C@@H](CCCCNC(=O)OC)C(=O)OC